bismelamine pyrophosphate OP(O)(=O)OP(=O)(O)O.N1=C(N)N=C(N)N=C1N.N1=C(N)N=C(N)N=C1N